(S)-4-(3-amino-2-(dimethylamino)propyl)-2-fluoro-N-methylbenzamide NC[C@H](CC1=CC(=C(C(=O)NC)C=C1)F)N(C)C